C(C)(=O)OC1=CC=C(C=C1)C para-toluyl acetate